C(C)(C)(C)OC(=O)N1C[C@@H](OCC1)CC1=C(N=C2N1C=CC(=C2)C)C2=C(C=C(C=C2F)O)F (S)-2-((2-(2,6-difluoro-4-hydroxyphenyl)-7-methylimidazo[1,2-a]pyridin-3-yl)methyl)morpholine-4-carboxylic acid tert-butyl ester